S(=O)(=O)(ON1C2C=C(CN(C1=O)C2)N2N=CC(=C2)CNC(=O)OC(C)(C)C)[O-].[Na+] sodium [3-[4-[(tert-butoxycarbonylamino) methyl]pyrazol-1-yl]-7-oxo-1,6-diazabicyclo[3.2.1]oct-3-en-6-yl] sulfate